tert-butylperoxycarbonic acid C(C)(C)(C)OC(=O)OO